acetic acid (2-hydroxyundecyl acetate) OC(CCC(=O)O)CCCCCCCCC.C(C)(=O)O